C1=C(C=C(C(=C1O)O)O)C(=O)OC[C@@H]2[C@H]([C@@H]([C@H](C(O2)OC(=O)C3=CC(=C(C(=C3)O)O)O)OC(=O)C4=CC(=C(C(=C4)O)O)O)OC(=O)C5=CC(=C(C(=C5)O)O)O)OC(=O)C6=CC(=C(C(=C6)O)O)O 1,2,3,4,6-penta-O-galloyl-β-D-glucopyranose